NC1=C(C=NN1C1=CC2=C(NC(=N2)C2CC2)C=C1)C(=O)C=1NC2=CC=CC=C2C1 (5-amino-1-(2-cyclopropyl-1H-benzo[d]imidazol-5-yl)-1H-pyrazol-4-yl)(1H-indol-2-yl)methanone